tert-butyl (1-(5-fluoro-4-(2-morpholinopyrimidin-5-yl)-2-nitrophenyl)pyrrolidin-3-yl)(methyl)carbamate FC=1C(=CC(=C(C1)N1CC(CC1)N(C(OC(C)(C)C)=O)C)[N+](=O)[O-])C=1C=NC(=NC1)N1CCOCC1